C(C)N1C[C@@H](C2(CC2)CC1)OC=1C=C2COC(C2=CC1)=O (R)-5-((6-ethyl-6-azaspiro[2.5]octan-4-yl)oxy)isobenzofuran-1(3H)-one